1-(4-(7-(2-fluorophenyl)-6-hydroxyquinazolin-4-yl)piperazin-1-yl)prop-2-en-1-one FC1=C(C=CC=C1)C1=C(C=C2C(=NC=NC2=C1)N1CCN(CC1)C(C=C)=O)O